tert-butyl 2-((1'-((benzyloxy)carbonyl)-[1,4'-bipiperidin]-4-yl)methyl)-2,9-diazaspiro[5.5]undecane-9-carboxylate C(C1=CC=CC=C1)OC(=O)N1CCC(CC1)N1CCC(CC1)CN1CC2(CCC1)CCN(CC2)C(=O)OC(C)(C)C